CC(C)CC(C#CC(CC(C)C)C)C 2,4,7,9-Tetramethyl-5-decyne